(2s,4r)-4-(5-(benzyloxy)-2-methylbenzofuran-3-carboxamido)-1-(tert-butoxycarbonyl)pyrrolidine-2-carboxylic acid C(C1=CC=CC=C1)OC=1C=CC2=C(C(=C(O2)C)C(=O)N[C@@H]2C[C@H](N(C2)C(=O)OC(C)(C)C)C(=O)O)C1